(S)-tert-butyl ((6-(2-chloro-3-(3-chloro-2-(4-formyl-3-methoxyphenyl)pyridin-4-yl)phenyl)-2-methoxypyridin-3-yl)methyl)((5-oxopyrrolidin-2-yl)methyl)carbamate ClC1=C(C=CC=C1C1=C(C(=NC=C1)C1=CC(=C(C=C1)C=O)OC)Cl)C1=CC=C(C(=N1)OC)CN(C(OC(C)(C)C)=O)C[C@H]1NC(CC1)=O